(S)-ethyl 2-((2-hydroxypropyl)-amino)acetate O[C@H](CNCC(=O)OCC)C